ClC1=C(C=C(CC2=NC=CC(=C2)N2N=CC=3C(NCCC32)=O)C=C1C(F)(F)F)F 1-(2-(4-chloro-3-fluoro-5-(trifluoromethyl)benzyl)pyridin-4-yl)-1,5,6,7-tetrahydro-4H-pyrazolo[4,3-c]pyridin-4-one